(S)-N-(methyl-d3)-1'-((6-oxo-6,6a,7,8,9,10-hexahydro-5H-pyrido[1,2-a]quinoxalin-3-yl)methyl)-1',2',3',6'-tetrahydro-[3,4'-bipyridine]-6-carboxamide C(NC(=O)C1=CC=C(C=N1)C=1CCN(CC1)CC1=CC=2NC([C@H]3N(C2C=C1)CCCC3)=O)([2H])([2H])[2H]